3-tert-butyl-2'-((3-tert-butyl-2-hydroxy-5-methylphenyl)(4-methoxybutyl)amino)-5-methyl-[1,1'-biphenyl]-2-ol C(C)(C)(C)C1=C(C(=CC(=C1)C)C1=C(C=CC=C1)N(CCCCOC)C1=C(C(=CC(=C1)C)C(C)(C)C)O)O